C1CC12CCN(CC2)C2=C(C(=O)NC1=CC3=C(N=NC(=C3)O)C(=N1)N1CCC(CC1)(F)F)C=CC(=C2)NS(=O)(=O)CCO 2-{6-Azaspiro[2.5]octan-6-yl}-N-[8-(4,4-difluoropiperidin-1-yl)-3-hydroxypyrido[3,4-c]pyridazin-6-yl]-4-(2-hydroxyethanesulfonamido)benzamide